N,N-Dimethyltrifluoromethanesulfonamide CN(S(=O)(=O)C(F)(F)F)C